OC(CN1CCOCC1)C 4-(2-hydroxypropyl)-morpholine